ClC1=C(C=C2C=CN=CC2=C1)C1CCC(CC1)N1CC(C1)OC 7-chloro-6-(4-(3-methoxyazetidin-1-yl)cyclohexyl)isoquinolin